para-amino-(sulfo)benzyl-ammonium NC1=CC=C(C[NH2+]S(=O)(=O)O)C=C1